2-(4-isopropylmorpholin-2-yl)acetamide C(C)(C)N1CC(OCC1)CC(=O)N